CC1=C(C=CC=C1C)C(C)=O 1-(2,3-dimethylphenyl)ethanone